1-tert-butyl-5-iodo-1,3-benzodiazole C(C)(C)(C)N1C=NC2=C1C=CC(=C2)I